N[C@@H](CS(=O)(=O)O)C(=O)NC1=CC(=CC=C1)C1=CC2=C(C=C1OC)OCC1=C2N(N=C1C(=O)N1C(COCC1)(C)C)C1=CC(=CC(=C1)Cl)Cl (R)-2-amino-3-((3-(1-(3,5-dichlorophenyl)-3-(3,3-dimethylmorpholine-4-carbonyl)-7-methoxy-1,4-dihydrochromeno[4,3-c]pyrazol-8-yl)phenyl)amino)-3-oxopropane-1-sulfonic acid